BrC1=C(C=C(C=C1F)C1CC=NN1C(=O)C12CC(C1)(C2)CN2N=CC1=CC(=CC=C21)C#N)F 1-((3-(5-(4-bromo-3,5-difluorophenyl)-4,5-dihydro-1H-pyrazole-1-carbonyl)-bicyclo[1.1.1]pentan-1-yl)-methyl)-1H-indazole-5-carbonitrile